N-(6-hydroxyquinolin-2-yl)hex-5-ynamide OC=1C=C2C=CC(=NC2=CC1)NC(CCCC#C)=O